tert-butyl (3R)-9-chloro-7-(5-fluoroindol-1-yl)-3-methyl-3,5-dihydro-2H-1,4-benzoxazepine-4-carboxylate ClC1=CC(=CC=2CN([C@@H](COC21)C)C(=O)OC(C)(C)C)N2C=CC1=CC(=CC=C21)F